tert-butyl {1-[(4S)-7-(3,5-dimethylisoxazol-4-yl)-4-pyridin-2-yl-4,5-dihydroimidazo[1,5,4-de][1,4]benzoxazin-2-yl]azetidin-3-yl}carbamate CC1=NOC(=C1C1=CC=C2C=3N([C@H](COC31)C3=NC=CC=C3)C(=N2)N2CC(C2)NC(OC(C)(C)C)=O)C